C(C)OC(=O)C1N(CC2=CC=C(C(=C2C1)OCC1=CC=CC=C1)OC)C=1OC2=C(N1)C(=CC=C2)Cl 5-(benzyloxy)-2-(4-chlorobenzo[d]oxazol-2-yl)-6-methoxy-1,2,3,4-tetrahydroisoquinoline-3-carboxylic acid ethyl ester